Tert-butyl 7-((2,6-difluorobenzyl) oxy)-3,4-dihydroisoquinoline-2(1H)-carboxylate FC1=C(COC2=CC=C3CCN(CC3=C2)C(=O)OC(C)(C)C)C(=CC=C1)F